N1=CC=C(C=C1)C1=CC=C(C=C1)C1=NC(=C(N=C1C1=CC=C(C=C1)C1=CC=NC=C1)C1=CC=C(C=C1)C1=CC=NC=C1)C1=CC=C(C=C1)C1=CC=NC=C1 2,3,5,6-tetrakis(4-(4-pyridinyl)phenyl)pyrazine